C1(CC1)NC1=NC2=CC(=C(C=C2C(=N1)N1CCCC1)O)O 2-(Cyclopropylamino)-4-(pyrrolidin-1-yl)quinazoline-6,7-diol